N-(2,4-difluorophenyl)-2H-benzopyran-3-carboxamide FC1=C(C=CC(=C1)F)NC(=O)C=1COC2=C(C1)C=CC=C2